3-(2,4,6-trimethylphenyl)thio-1H-1,2,4-triazole CC1=C(C(=CC(=C1)C)C)SC1=NNC=N1